C(C)(=O)OC1=C(C2=CC=CC=C2C=C1)I 1-iodonaphthalen-2-yl acetate